(S)-N-(2-chloro-3-(5-chloro-6-(4-(((2-hydroxypropyl)amino)methyl)-3-methoxyphenyl)pyrimidin-4-yl)phenyl)-1,3-dimethyl-2,4-dioxo-1,2,3,4-tetrahydropyrimidine-5-carboxamide ClC1=C(C=CC=C1C1=NC=NC(=C1Cl)C1=CC(=C(C=C1)CNC[C@H](C)O)OC)NC(=O)C=1C(N(C(N(C1)C)=O)C)=O